FC1=C(C(=O)N([C@H]2CNCCC2)C2=NC=CC3=CC=CC(=C23)C)C=CC(=C1)NC1=NC=CC(=N1)OC 2-fluoro-4-[(4-methoxypyrimidin-2-yl)amino]-N-(8-methylisoquinolin-1-yl)-N-[(3R)-piperidin-3-yl]benzamide